4-({2-chloro-3-[3-(propan-2-yl)morpholine-4-carbonyl]phenyl}amino)-3-cyclopropyl-N-[(2Z)-imidazolidin-2-ylidene]benzamide ClC1=C(C=CC=C1C(=O)N1C(COCC1)C(C)C)NC1=C(C=C(C(=O)N=C2NCCN2)C=C1)C1CC1